N-(benzo[d]isoxazol-3-yl)-5,6,7,8-tetrahydronaphthalene-2-sulfonamide O1N=C(C2=C1C=CC=C2)NS(=O)(=O)C2=CC=1CCCCC1C=C2